FC1(CC(C1)C#CC1=CC2=C(N=C3N2[C@H]2C4=C(C(N([C@@H]3C2)C([2H])([2H])[2H])=O)C=CC=C4OC(F)F)C=C1)F (7R,14R)-11-((3,3-difluorocyclobutyl)ethynyl)-1-(difluoromethoxy)-6-(methyl-d3)-6,7-dihydro-7,14-methanobenzo[f]benzo[4,5]imidazo[1,2-a][1,4]diazocin-5(14H)-one